N[C@@H]1CN(CC[C@H]1F)C1=NC2=C(N1CC1=CC=C(C=N1)C#N)C=C(C=C2)C 6-((2-((3R,4R)-3-Amino-4-fluoro-1-piperidinyl)-6-methyl-1H-benzimidazol-1-yl)methyl)-3-pyridincarbonitril